N-(azetidin-3-yl)-5-fluoro-2-(1-(2-fluorobenzyl)5-(isoxazol-3-yl)-1H-pyrazol-3-yl)pyrimidin-4-amine N1CC(C1)NC1=NC(=NC=C1F)C1=NN(C(=C1)C1=NOC=C1)CC1=C(C=CC=C1)F